3-(2-pyridyldithio)-propionic acid, 2,5-dihydro-2,5-dioxo-1h-pyrrol-1-yl ester N1=C(C=CC=C1)SSCCC(=O)ON1C(C=CC1=O)=O